NC1=C(C=C(CSC2=NC(=C(C(=C2C#N)CC)C#N)N2CCN(CCC2)C)C=C1)F 2-((4-amino-3-fluorobenzyl)thio)-4-ethyl-6-(4-methyl-1,4-diazepan-1-yl)pyridine-3,5-dicarbonitrile